ClC1=C2C(=NC(=N1)C)NN=C2 4-chloro-6-methyl-1H-pyrazolo[3,4-d]pyrimidine